C(C)(C)(C)OC(=O)N1CCN(CC1)C1=C(C=C(C=C1)NCCCCCCSC1=CC(=NC=C1)C1=CC=CC=C1)C 4-(2-methyl-4-((6-((2-phenylpyridin-4-yl)thio)hexyl)amino)phenyl)piperazine-1-carboxylic acid tert-butyl ester